2-((4-((R)-2-(4-Chloro-2-(methoxy-d3)phenyl)-2H-chromen-8-yl-2-d)piperidin-1-yl)methyl)-3-(((S)-oxetan-2-yl)methyl)-3H-imidazolo[4,5-b]pyridine ClC1=CC(=C(C=C1)[C@@]1(OC2=C(C=CC=C2C=C1)C1CCN(CC1)CC1=NC=2C(=NC=CC2)N1C[C@H]1OCC1)[2H])OC([2H])([2H])[2H]